2-((3,5-Dicyano-6-(dimethylamino)-4-ethylpyridin-2-yl)thio)-2-(5-fluoropyridin-2-yl)acetamide C(#N)C=1C(=NC(=C(C1CC)C#N)N(C)C)SC(C(=O)N)C1=NC=C(C=C1)F